4-(4-hydroxyphenyl)tetracyclo[6.2.1.13,6.02,7]Dodec-9-ene OC1=CC=C(C=C1)C1C2C3C4C=CC(C3C(C1)C2)C4